COC1=CC=C(CN(S(=O)(=O)C2=C(C=CC(=C2C=2N=NN(N2)CC2=CC=C(C=C2)OC)I)S(=O)(=O)N[C@H]2CN(CC2)C(=O)OC(C)(C)C)CC2=CC=C(C=C2)OC)C=C1 (R)-tert-butyl 3-(2-(N,N-bis(4-methoxybenzyl)sulfamoyl)-4-iodo-3-(2-(4-methoxybenzyl)-2H-tetrazol-5-yl)phenylsulfonamido)pyrrolidine-1-carboxylate